FC=1C=C2C(C3=NC4=CC=C(C=C4C(N3C2=CC1)=O)C#N)(C)O 8-fluoro-6-hydroxy-6-methyl-12-oxo-6,12-dihydroindolo[2,1-b]quinazoline-2-carbonitrile